FC=1C=C(CN2C(C(C3=CC=C(C=C23)C(=O)NC2=NC3=C(N2)C=CC(=C3)C(=O)N)(C)C)=O)C=CC1 2-(1-(3-fluorobenzyl)-3,3-dimethyl-2-oxoindoline-6-carboxamido)-1H-benzo[d]imidazole-5-carboxamide